C(CCCCCCCCCCCCCCCCC)O n-Octadecan-1-ol